C(C)(C)(C)C1=CC=C(C(=O)NC(=CC=2SC=CC2)C(=O)NCC2=COC=C2)C=C1 4-(tert-butyl)-N-(3-((furan-3-ylmethyl)amino)-3-oxo-1-(thiophen-2-yl)prop-1-en-2-yl)benzamide